4-(bromomethyl)-2,3,5,6-tetrafluorobenzyl alcohol BrCC1=C(C(=C(CO)C(=C1F)F)F)F